6-((2-(Benzyloxy)-4,6-dimethylpyridin-3-yl)methyl)-9-chloro-2,4-dimethyl-2-(1,4-dioxaspiro[4.5]dec-8-yl)-3,6,7,8-tetrahydrofurano[2,3-g]isoquinolin-5(2H)-one C(C1=CC=CC=C1)OC1=NC(=CC(=C1CN1C(C=2C(=C3C(=C(C2CC1)Cl)OC(C3)(C3CCC1(OCCO1)CC3)C)C)=O)C)C